ClC1=CC(=C2C(=N1)C(CN2C(C)=O)(C)C)C=C 1-{5-chloro-7-vinyl-3,3-dimethyl-2H-pyrrolo[3,2-b]pyridin-1-yl}ethanone